[Zn].[Mn].[Si].[Al] aluminum-silicon-manganese-zinc